7-(4-chlorophenyl)-5-oxo-2H,3H,5H-[1,3]thiazolo[3,2-a]pyrimidine-6-carbonitrile ClC1=CC=C(C=C1)C=1N=C2N(C(C1C#N)=O)CCS2